bis-succinimidyl suberate sodium salt [Na].C(CCCCCCC(=O)ON1C(CCC1=O)=O)(=O)ON1C(CCC1=O)=O